P(=O)(OC[C@H]1O[C@H](C([C@@H]1O)(F)F)N1C(N=C(C=C1)N)=O)(OCCCC)O ((2R,3R,5R)-5-(4-amino-2-oxopyrimidin-1(2H)-yl)-4,4-difluoro-3-hydroxytetrahydrofuran-2-yl)methyl butyl hydrogen phosphate